5,5-dimethyl-2-(3-bromophenyl)-1,3,2-dioxaborolan CC1(COB(O1)C1=CC(=CC=C1)Br)C